(1R,5S)-3-(4-nitrophenyl)-3,8-diazabicyclo[3.2.1]octane-8-carboxylic acid tert-butyl ester C(C)(C)(C)OC(=O)N1[C@H]2CN(C[C@@H]1CC2)C2=CC=C(C=C2)[N+](=O)[O-]